N[C@@H]1CN(CCC=C1)C(=O)OC(C)(C)C tert-butyl (S)-3-amino-2,3,6,7-tetrahydro-1H-azepine-1-carboxylate